N-methylpyridine-carboxamide CNC(=O)C1=NC=CC=C1